CC1(CC(CNC1)C(=O)O)C 5,5-dimethylpiperidine-3-carboxylic acid